ClC=1C=NN(C1C=1N=C(C2=C(N1)C=CO2)NCC2=CC=C(C=C2)N2N=C(C=C2C)C(F)(F)F)C(C)C 2-(4-Chloro-1-isopropyl-1H-pyrazol-5-yl)-N-(4-(5-methyl-3-(trifluoromethyl)-1H-pyrazol-1-yl)benzyl)furo[3,2-d]pyrimidin-4-amine